3-amino-1,2-propanediol phosphoramidite P(O)(O)N.NCC(CO)O